C(C)C=1SC(=C(N1)C(=O)N1[C@H](CCC1)C)C=1C=NC(=CC1C(F)F)NC(C)(C)C ethyl-(S)-5-(6-(tert-butylamino)-4-(difluoromethyl)pyridin-3-yl)-4-(2-methylpyrrolidine-1-carbonyl)thiazole